N[C@]1([C@@H](CCC1)CC)COC1=C(C#N)C(=CC(=C1)C1=CN=C2N1C(=CC=C2)OC)OC 2-(((1r,2r)-1-amino-2-ethylcyclopentyl)methoxy)-6-methoxy-4-(5-methoxyimidazo[1,2-a]pyridin-3-yl)benzonitrile